((2-Cyclopropylpyridin-4-yl)ethynyl)-5-nitropyridin-2-amine C1(CC1)C1=NC=CC(=C1)C#CC=1C(=NC=C(C1)[N+](=O)[O-])N